O1CC(C1)CCOC1=CC=C(C=C1)C1=CC=C(C=C1)C(C)(C)NC(=O)N1CCN2CCC1CC2 N-(2-(4'-(2-(oxetan-3-yl)ethoxy)-[1,1'-biphenyl]-4-yl)propan-2-yl)-1,4-diazabicyclo[3.2.2]nonane-4-carboxamide